bis(3-tolyl)-N,N'-bis(phenyl)-benzidine C1(=CC(=CC=C1)N(C1=CC=C(C2=CC=C(N(C3=CC=CC=C3)C=3C=C(C=CC3)C)C=C2)C=C1)C1=CC=CC=C1)C